P(=O)(OCCOC)(OCCOC)F bis(2-methoxyethyl) monofluorophosphate